N-Decylpyrrolidon C(CCCCCCCCC)N1C(CCC1)=O